phenyl-nonanoic acid C1(=CC=CC=C1)C(C(=O)O)CCCCCCC